1-Butyltetrahydrothiophenium C(CCC)[S+]1CCCC1